3-(5-(((2-(2-Isopropylphenyl)furo[3,2-d]pyrimidin-4-yl)amino)methyl)-1-oxoisoindolin-2-yl)piperidine-2,6-dione C(C)(C)C1=C(C=CC=C1)C=1N=C(C2=C(N1)C=CO2)NCC=2C=C1CN(C(C1=CC2)=O)C2C(NC(CC2)=O)=O